tert-butyl 3-(6-chloropyridin-2-yl)-2,2-dimethylpropionate ClC1=CC=CC(=N1)CC(C(=O)OC(C)(C)C)(C)C